N1=CC(=CC=C1)N1C(=CC=C1C=1SC=CC1)C=1SC=CC1 1-(3-pyridinyl)-2,5-di(2-thienyl)-1H-pyrrol